N-(3-(7-bromopyrrolo[2,1-f][1,2,4]triazin-2-yl)-4-methylphenyl)-6-azabicyclo[3.1.1]heptane-6-carboxamide BrC1=CC=C2C=NC(=NN21)C=2C=C(C=CC2C)NC(=O)N2C1CCCC2C1